N1C=C(C=2C1=NC=CC2)C=2NC=C(N2)C(=O)O 2-(1H-pyrrolo[2,3-b]pyridine-3-yl)-1H-imidazole-4-carboxylic acid